C(CCCCCCCCCCCCCCCCC)[Si](OC)(OC)OC octadecyl-trimethyloxysilane